C1(=CC=CC=C1)[O-].C1(=CC=CC=C1)[O-].C1(=CC=CC=C1)O.C1(=CC=CC=C1)O bisphenol bisphenolate